tert-Butyl (3-cyano-7-fluoro-4-(5-fluoro-3-((1R,4R)-5-methyl-2,5-diazabicyclo[2.2.1]heptan-2-yl)-7,9-dihydrofuro[3,4-f]quinazolin-6-yl)thieno[3,2-c]pyridin-2-yl)carbamate C(#N)C1=C(SC2=C1C(=NC=C2F)C=2C1=C(C=3C=NC(=NC3C2F)N2[C@H]3CN([C@@H](C2)C3)C)COC1)NC(OC(C)(C)C)=O